isocyanocarboxylate [N+](#[C-])C(=O)[O-]